(S)-3-cyclopropyl-3-(3-((5-((ethyl(isopropyl)amino)methyl)-4-(5-fluoro-2-methoxypyridin-4-yl)-2-methylbenzoyl)oxy)phenyl)propanoic acid C1(CC1)[C@H](CC(=O)O)C1=CC(=CC=C1)OC(C1=C(C=C(C(=C1)CN(C(C)C)CC)C1=CC(=NC=C1F)OC)C)=O